3-(3-(4-(pyridin-2-yloxy)benzyl)isoxazol-5-yl)pyridin-2-amine N1=C(C=CC=C1)OC1=CC=C(CC2=NOC(=C2)C=2C(=NC=CC2)N)C=C1